1-benzyl-6-methyl-4-(4-(trifluoromethyl)phenyl)-1,2,3,6-tetrahydropyridine C(C1=CC=CC=C1)N1CCC(=CC1C)C1=CC=C(C=C1)C(F)(F)F